FC=1C=C(C=CC1[S@](=O)C1CCN(CC1)C(CCC1=C(C=C(C=C1)C(F)(F)F)CN1N=C(N=N1)C)=O)S(=O)(=O)N |r| Racemic-3-fluoro-4-[1-[3-[2-[(5-methyltetrazol-2-yl)methyl]-4-(trifluoromethyl)phenyl]propanoyl]piperidin-4-yl]sulfinylbenzenesulfonamide